(2R,3R,11bR)-3-(2,2-dimethylpropyl)-10-methoxy-9-[(5-methyl-1,3-oxazol-2-yl)methoxy]-1H,2H,3H,4H,6H,7H,11bH-pyrido[2,1-a]isoquinolin-2-ol CC(C[C@H]1[C@@H](C[C@H]2N(CCC3=CC(=C(C=C23)OC)OCC=2OC(=CN2)C)C1)O)(C)C